7-(cyclopropylmethoxy)-5-fluoro-2-((((1r,4r)-4-(2-hydroxyethoxy)cyclohexyl)thio)methyl)quinazolin-4(3H)-one C1(CC1)COC1=CC(=C2C(NC(=NC2=C1)CSC1CCC(CC1)OCCO)=O)F